BrCC1=CC=CC2=C1C=C(O2)CO[Si](C2=CC=CC=C2)(C2=CC=CC=C2)C(C)(C)C ((4-(bromomethyl)benzofuran-2-yl)methoxy)(tert-butyl)diphenylsilane